C(C)(C)(C)OC(=O)N1CC(C1)OC1=CC=C(C=C1)I 3-(4-iodophenoxy)azetidine-1-carboxylic acid tert-butyl ester